NC1=NNC2=CC(=C(C(=C12)C=1C(=NN(C1C)C1CC2(CN(C2)C(C=C)=O)C1)C1=CC2=CN(N=C2C=C1)CCOC)Cl)C 1-(6-(4-(3-amino-5-chloro-6-methyl-1H-indazol-4-yl)-3-(2-(2-methoxyethyl)-2H-indazol-5-yl)-5-methyl-1H-pyrazol-1-yl)-2-azaspiro[3.3]Hept-2-yl)prop-2-en-1-one